ClC=1C=C(C(=NC1OC)C#C[Si](C)(C)C)N 5-chloro-6-methoxy-2-((trimethylsilyl)ethynyl)pyridin-3-amine